FC1(CN(C=C1)C1=CC(=NC2=CC=C(C=C12)CCCCCC)N(CC(=O)O)C)F 2-{[4-(3,3-difluoropyrrol-1-yl)-6-hexylquinolin-2-yl](methyl)amino}acetic acid